(S)-1-([1,1'-biphenyl]-4-yl)-3-(1-((3-hydroxypyridin-2-yl)methyl)pyrrolidin-3-yl)-1,3-dihydro-2H-imidazo[4,5-b]pyridin-2-one C1(=CC=C(C=C1)N1C(N(C2=NC=CC=C21)[C@@H]2CN(CC2)CC2=NC=CC=C2O)=O)C2=CC=CC=C2